N1N=CC=C1CN1C(N(C=2N=C(NC(C12)=O)N)[C@@H]1O[C@@H]([C@H]([C@H]1O)F)CO)=O 7-((1H-pyrazol-5-yl)methyl)-2-amino-9-((2R,3S,4S,5R)-4-fluoro-3-hydroxy-5-(hydroxymethyl)tetrahydrofuran-2-yl)-7,9-dihydro-1H-purin-6,8-dion